N-(4-(((1,2,4-oxadiazol-3-yl)methyl)carbamoyl)phenyl)-5-(4-chlorophenyl)-1-(2,4-dichlorophenyl)-4-methyl-1H-pyrazole-3-carboxamide O1N=C(N=C1)CNC(=O)C1=CC=C(C=C1)NC(=O)C1=NN(C(=C1C)C1=CC=C(C=C1)Cl)C1=C(C=C(C=C1)Cl)Cl